(R)-5-((S)-2-((S)-5-benzyl-2-oxooxazolidin-3-yl)-1-(4-chlorophenyl)-2-oxoethyl)-6-azaspiro[3.4]octane-6-carboxylic acid tert-butyl ester C(C)(C)(C)OC(=O)N1[C@@H](C2(CCC2)CC1)[C@@H](C(=O)N1C(O[C@H](C1)CC1=CC=CC=C1)=O)C1=CC=C(C=C1)Cl